(2S)-2-(2-bromo-3-oxo-3-(2,6-difluoro-4-(methoxycarbonyl)phenyl)propyl)morpholine BrC(C[C@H]1CNCCO1)C(C1=C(C=C(C=C1F)C(=O)OC)F)=O